FC=1C=C(C=C(C1C=1C=C2C(=CN1)NN=C2C2=CC=C(C=C2)N2CCN(CC2)C)C(F)(F)F)CNC 1-(3-fluoro-4-(3-(4-(4-methylpiperazin-1-yl)phenyl)-1H-pyrazolo[3,4-c]pyridin-5-yl)-5-(trifluoromethyl)phenyl)-N-methylmethanamine